CN1C=CC=2C1=NC=C(C2)C(=O)NC(C(C)C)C2=CC=C(C=C2)SC 1-methyl-N-(2-methyl-1-(4-(methylthio)phenyl)propyl)-1H-pyrrolo[2,3-b]pyridine-5-carboxamide